C(\C(\C)=C/C)(=O)[O-] angeloate